FC1=C(C=CC=C1S(=O)(=O)C)NC1=NC=C(C(=N1)C1=CNC2=C(C=CC=C12)NC([C@H](COC)N1CCN(CCC1)C)=O)C (S)-N-(3-(2-((2-fluoro-3-(methylsulfonyl)phenyl)amino)-5-methyl-pyrimidin-4-yl)-1H-indol-7-yl)-3-methoxy-2-(4-methyl-1,4-diazepan-1-yl)propanamide